Cl.OCNC (hydroxymethyl)methylamine HCl